C(CN1C(=NC2=C1C=CC(=C2OC)C(=O)N)C2=C(C=C(C=C2)Cl)C=2OC(NN2)=O)N2C(=NC1=C2C=CC(=C1OC)C(=O)N)C1=C(C=C(C=C1)Cl)C=1OC(NN1)=O (Ethane-1,2-diyl)bis(2-(4-chloro-2-(5-oxo-4,5-dihydro-1,3,4-oxadiazol-2-yl)phenyl)-4-methoxy-1H-benzo[d]imidazole-5-carboxamide)